ClC=1C=C2C(=NC(N3C2=C(C1C1=C(C=C(C=C1)F)F)SC[C@@H](C3)OC)=O)N3[C@H](CN(CC3)C(=O)OC(C)(C)C)C tert-butyl (3S)-4-((3R)-10-chloro-11-(2,4-difluorophenyl)-3-methoxy-6-oxo-3,4-dihydro-2H,6H-[1,4]thiazepino[2,3,4-ij]quinazolin-8-yl)-3-methylpiperazine-1-carboxylate